NC1=CC=C(C=C1)N1CCC(CC1)N1CCN(CC1)CCC(=O)OC(C)(C)C tert-butyl 3-(4-(1-(4-aminophenyl)piperidin-4-yl)piperazin-1-yl)propanoate